4-((2-Amino-4-chloropyridin-3-yl)ethynyl)benzoic acid methyl ester COC(C1=CC=C(C=C1)C#CC=1C(=NC=CC1Cl)N)=O